C(#N)C1=CC=C(C=C1)C=1N=C(SC1)NC(C1=C(C=C(C=C1)F)NS(=O)(=O)C(C)C)=O N-(4-(4-cyanophenyl)thiazol-2-yl)-4-fluoro-2-((1-methylethyl)sulfonamido)benzamide